ClC=1C(=C(C=CC1)[C@H]1[C@@H](O[C@]([C@H]1C)(C(F)(F)F)C)C#N)OC (2R,3S,4S,5R)-3-(3-chloro-2-methoxyphenyl)-4,5-dimethyl-5-(trifluoromethyl)tetrahydrofuran-2-carbonitrile